FC(C1=CC=C(COC=2C=C(N)C=CC2)C=C1)(F)F 3-((4-(trifluoromethyl)benzyl)oxy)aniline